Tri(3,5-dimethyl-1-hexyl)citrat CC(CCC(C(C(C(=O)[O-])(CCC(CC(C)C)C)CCC(CC(C)C)C)(O)C(=O)[O-])C(=O)[O-])CC(C)C